NC1=CC(=CC2=CC(=CC(=C12)O)S(=O)(=O)O)S(=O)(=O)O 1-amino-8-hydroxynaphthalene-3,6-disulfonic acid